4-fluoro-N-(4-methoxybenzyl)-N-methyl-3-(7-methyl-6,7-dihydro-5H-pyrrolo[1,2-a]imidazol-2-yl)benzenesulfonamide FC1=C(C=C(C=C1)S(=O)(=O)N(C)CC1=CC=C(C=C1)OC)C=1N=C2N(C1)CCC2C